16-(benzyloxy)-9-oxohexadecanoic acid heptadec-9-yl ester CCCCCCCCC(CCCCCCCC)OC(CCCCCCCC(CCCCCCCOCC1=CC=CC=C1)=O)=O